OC1[C@@H](O)[C@H](O)[C@@H](O[C@@H]2[C@@H](O)[C@H](O)[C@H](O)[C@@H](O2)CO)[C@@H](O1)CO lg-lactose